N-{4-[5,7-dimethyl-4-oxo-3-phenyl-4,5,6,7-tetrahydro-1H-pyrrolo[3,2-c]pyridin-2-yl]pyridin-2-yl}-4,4-difluoro-2-(4-fluorophenyl)butanamide CN1C(C2=C(C(C1)C)NC(=C2C2=CC=CC=C2)C2=CC(=NC=C2)NC(C(CC(F)F)C2=CC=C(C=C2)F)=O)=O